(S)-2-(methylamino)-2-(o-tolyl)cyclohexan-1-one CN[C@]1(C(CCCC1)=O)C1=C(C=CC=C1)C